N-[(4-chloro-2-methoxyphenyl)-[4-methyl-5-(methylsulfonimidoyl)-1H-imidazol-2-yl]methyl]-5-fluoro-6-methylpyridin-2-amine ClC1=CC(=C(C=C1)C(NC1=NC(=C(C=C1)F)C)C=1NC(=C(N1)C)S(=O)(=N)C)OC